chloro-N-methyl-sulfonamide Methyl-(S)-3-((tert-butoxycarbonyl)amino)-3-(2',4'-dimethyl-6'-(pent-4-en-1-yloxy)-[1,1'-biphenyl]-3-yl)propanoate COC(C[C@@H](C=1C=C(C=CC1)C1=C(C=C(C=C1OCCCC=C)C)C)NC(=O)OC(C)(C)C)=O.ClS(=O)(=O)NC